ClC1=C(C=CC=C1OC)C(=O)N1[C@@H]2CC=3C(=NN(C3C3=CC=CC=C3)C)[C@H]1CCC2 (2-Chloro-3-methoxyphenyl)((5S,9R)-2-methyl-3-phenyl-4,5,6,7,8,9-hexahydro-2H-5,9-epiminocycloocta[c]pyrazol-10-yl)methanone